O=C1N[C@H]2[C@@H](N1)CS[C@H]2CCCCC(=O)NCCCC(=O)NC2=C(C(=O)[O-])C=CC=C2 (4-(5-((3aS,4S,6aR)-2-oxohexahydro-1H-thieno[3,4-d]imidazol-4-yl)pentanamido)butanamido)benzoate